ethyl (Z)-2-fluoro-3-(pyrrolidin-2-yl)acrylate F\C(\C(=O)OCC)=C/C1NCCC1